5-(4-chlorophenyl)-N-(4-cyano-2-fluoro-phenyl)-1H-pyrrole-3-sulfonamide ClC1=CC=C(C=C1)C1=CC(=CN1)S(=O)(=O)NC1=C(C=C(C=C1)C#N)F